NC1=NC2=CC=C(C=C2C=C1)C(=O)OC methyl 2-aminoquinoline-6-carboxylate